(R)-1-(1-(phenylsulfonyl)-1H-pyrrolo[2,3-b]pyridin-6-yl)ethan-1-amine C1(=CC=CC=C1)S(=O)(=O)N1C=CC=2C1=NC(=CC2)[C@@H](C)N